N-(6-methoxy-2-methylpyridin-3-yl)-2-((3-methylthiophen-2-yl)amino)-5-(trifluoromethyl)-benzamide COC1=CC=C(C(=N1)C)NC(C1=C(C=CC(=C1)C(F)(F)F)NC=1SC=CC1C)=O